3-amino-N-(3-azidopropyl)propanamide hydrochloride Cl.NCCC(=O)NCCCN=[N+]=[N-]